N1C=CC=2C(NCC3(C21)CCOCC3)=O 5',6'-dihydro-1'H-spiro[oxane-4,7'-pyrrolo[3,2-c]pyridin]-4'-one